C(CCC)[C@H]1CS(C2=C(N(C1)C1=CC=CC=C1)C=C(C(=C2)O)SC)(=O)=O |r| racemic-3-butyl-8-hydroxy-7-(methylthio)-5-phenyl-2,3,4,5-tetrahydro-1,5-benzothiazepine 1,1-dioxide